C(C)OC(=O)[C@@H]1[C@@H]2CC[C@H]([C@H]12)OC(C1=CC=C(C=C1)[N+](=O)[O-])=O |&1:5| (±)-(1S,2R,5R)-2-((4-nitrobenzoyl)oxy)bicyclo[3.1.0]hexane-6-carboxylic acid ethyl ester